P1(=O)(OC2=C(C=C(C=C2C)C)C(CCC)C2=C(C(=CC(=C2)C)C)O1)[O-].[Na+] sodium 2,2'-butylidenebis(4,6-dimethylphenyl) phosphate